N[C@H]1CN(C[C@H]1F)C1=CC=C2CCCOC2=C1 (R)-7-((3S,4R)-3-amino-4-fluoropyrrolidin-1-yl)-chroman